C(C(=C)C)(=O)OC[SiH2]OCC([SiH3])([SiH3])[SiH3] methacryloxymethyltris(silyl)ethoxysilane